r-(N-decyl-glycine) C(CCCCCCCCC)NCC(=O)O